4-(azetidin-3-yl)thiomorpholine 1,1-dioxide N1CC(C1)N1CCS(CC1)(=O)=O